FC1=CC(=C(C(=O)N)C=C1)C1=NC=C(C=C1)OC1=CC=CC=C1 4-fluoro-2-(5-phenoxypyridin-2-yl)benzamide